2-(4-(cyclopropylmethoxy)-3-(dimethylamino)-6-oxopyridazin-1(6H)-yl)acetaldehyde C1(CC1)COC=1C(=NN(C(C1)=O)CC=O)N(C)C